N-[6-(difluoromethyl)-2-pyridinyl]-2-[4-[[4-[4-(2,6-dioxo-3-piperidinyl)phenyl]-1-piperidinyl]methyl]cyclohexyl]-7-isopropoxy-imidazo[1,2-a]pyridine-6-carboxamide FC(C1=CC=CC(=N1)NC(=O)C=1C(=CC=2N(C1)C=C(N2)C2CCC(CC2)CN2CCC(CC2)C2=CC=C(C=C2)C2C(NC(CC2)=O)=O)OC(C)C)F